C1(CC1)[Bi](=O)(C)C cyclopropyldimethyl-λ5-bismuthanone